FC1=CC=C(C=C1)C(=O)N[C@H](C)C(=O)N1CCOCC1 (2R)-2-[(4-fluorophenyl)formamido]-3-(morpholin-4-yl)-3-oxopropane